9,4b-(epiminoethano)phenanthren-4-yl 2-(4-chlorophenyl)acetate ClC1=CC=C(C=C1)CC(=O)OC1=CC=CC=2C=C3C4=CC=CCC4(C12)CCN3